COCC=1C=NC2=CC=C(C=C2N1)C(=O)N 3-(methoxymethyl)quinoxaline-6-carboxamide